fluorenyl-fluorene C1(=CC=CC=2C3=CC=CC=C3CC12)C1=CC=CC=2C3=CC=CC=C3CC12